((1H-tetrazol-5-yl)methyl)-1-hydroxy-N,6,6,9-tetramethyl-3-pentyl-6H-benzo[c]chromene-2-carboxamide N1N=NN=C1CC=1C(=C(C(=C2C3=C(C(OC12)(C)C)C=CC(=C3)C)O)C(=O)NC)CCCCC